CC1=C(C(=O)NC2(CC2)C2=C3C=CC=NC3=CC(=C2)C=C)C=C(C(=C1)[N+](=O)[O-])OC[C@H]1N(CC1)C (S)-2-Methyl-5-((1-methylazetidin-2-yl)methoxy)-4-nitro-N-(1-(7-vinylquinolin-5-yl)cyclopropyl)benzamide